(R)-N-((3-chloro-1H-pyrrolo[3,2-c]pyridin-2-yl)methyl)-2-(3-((1-(dibenzo[b,d]furan-2-yl)ethyl)amino)-6-(2-fluorophenyl)-2-oxopyrazin-1(2H)-yl)acetamide ClC1=C(NC2=C1C=NC=C2)CNC(CN2C(C(=NC=C2C2=C(C=CC=C2)F)N[C@H](C)C2=CC1=C(OC3=C1C=CC=C3)C=C2)=O)=O